N-(6-(5-(8-methoxy-[1,2,4]triazolo[1,5-a]pyridin-6-yl)-4-(2,2,2-trifluoroethyl)-1H-pyrazol-3-yl)-1,2,3,4-tetrahydronaphthalen-2-yl)-N-methyloxetan-3-amine COC=1C=2N(C=C(C1)C1=C(C(=NN1)C=1C=C3CCC(CC3=CC1)N(C1COC1)C)CC(F)(F)F)N=CN2